N-(7-(((tetrahydro-2H-pyran-4-yl)methyl)amino)-6-(trifluoromethanesulfonyl)quinazolin-4-yl)benzamide O1CCC(CC1)CNC1=C(C=C2C(=NC=NC2=C1)NC(C1=CC=CC=C1)=O)S(=O)(=O)C(F)(F)F